sodium 2,2,2-trifluoroacetate FC(C(=O)[O-])(F)F.[Na+]